CN1N=NC2=C1C=CC(=C2C)C(C(C(=O)O)(C)C)C2=CC(=C(C=C2)C)CN2C(=NC=C2)CN2CCC(CC2)C 3-(1,4-Dimethyl-1H-benzo[d][1,2,3]triazol-5-yl)-2,2-dimethyl-3-(4-methyl-3-((2-((4-methylpiperidin-1-yl)methyl)-1H-imidazol-1-yl)methyl)phenyl)propanoic acid